C(C)(C)(C)OC(=O)N1N=C(C2=CC(=CC=C12)Br)N(C(=O)OC(C)(C)C)C(=O)OC(C)(C)C 3-(bis(t-butoxycarbonyl)amino)-5-bromo-1H-indazole-1-carboxylic acid tert-butyl ester